BrC=1C=C(C=CC1)C1(CC(C1)OC)C1=NN=CN1C 3-((1S,3S)-1-(3-bromophenyl)-3-methoxycyclobutyl)-4-methyl-4H-1,2,4-triazole